5-(aminomethyl)-4-(carboxymethyl)-1h-pyrrole-3-propanoic acid NCC1=C(C(=CN1)CCC(=O)O)CC(=O)O